(E)-3-(2-(3-isopropylphenyl)-6-(trifluoromethyl)pyridin-3-yl)-N-(2-oxo-2,3-dihydro-1H-benzo[d]imidazol-4-yl)acrylamide C(C)(C)C=1C=C(C=CC1)C1=NC(=CC=C1/C=C/C(=O)NC1=CC=CC=2NC(NC21)=O)C(F)(F)F